FC1=CC=C(C=C1)C(N1C[C@@H](N(C[C@H]1C)C=1C=2N=C(N(C2N2C(N1)=NN=C2)CCN(C)C)[2H])C)C2=CC=C(C=C2)F 2-(4-((2S,5R)-4-(bis(4-fluorophenyl)methyl)-2,5-dimethylpiperazin-1-yl)-1H-[1,2,4]triazolo[3,4-b]purin-1-yl-2-d)-N,N-dimethylethan-1-amine